NCCOCCOCCNC1=C2CN(C(C2=CC=C1)=O)C1C(NC(CC1)=O)=O 3-(4-((2-(2-(2-aminoethoxy)ethoxy)ethyl)amino)-1-oxoisoindolin-2-yl)piperidine-2,6-dione